ClC1=CC=C(C=C1)CNC(OC1=CC=CC=C1)=O Phenyl N-[(4-chlorophenyl) methyl]carbamate